((4-chloro-3-(isoindol-2-ylmethyl)-2-methylphenyl)amino)-4,5,6,7-tetrahydrobenzo[d]thiazol-4-ol ClC1=C(C(=C(C=C1)NC=1SC2=C(N1)C(CCC2)O)C)CN2C=C1C=CC=CC1=C2